CC1=NC2=CC=C(C=C2N=C1C)C(C)N1C[C@@H](N(C[C@H]1C)C=1N(N=C2C1N(C(C=C2)=O)C)C2OCCCC2)C ((2S,5R)-4-(1-(2,3-dimethylquinoxalin-6-yl)ethyl)-2,5-dimethylpiperazin-1-yl)-4-methyl-2-(tetrahydro-2H-pyran-2-yl)-2,4-dihydro-5H-pyrazolo[4,3-b]pyridin-5-one